C1(CC1)C(C1CC1)NC(=O)C1=CC(=NN1)C=1C=C(C=CC1)C=1OC(=CN1)C(=O)N[C@H](C(=O)OC)C(C)C (S)-methyl 2-(2-(3-(5-((dicyclopropylmethyl)carbamoyl)-1H-pyrazol-3-yl)phenyl)oxazole-5-carboxamido)-3-methylbutanoate